COC1=CC=C(CN2N=C(C(=C2C)C=2C=CC=NC2)C)C=C1 5-(1-(4-methoxybenzyl)-3,5-dimethyl-1H-pyrazol-4-yl)pyridine